C(CCCCCCCCCCCCCCC(C)C)(=O)[O-].C(CCCCCCCCCCCCCCC(C)C)(=O)[O-].C(C)(C)O[Ti+2]OC(C)C di(isopropoxy)titanium di(isostearate)